COC=1C(=CC(=C(C1)N1CCC(CC1)CN1CCNCC1)C)[N+](=O)[O-] 4-((1-(5-methoxy-2-methyl-4-nitrophenyl)piperidin-4-yl)methyl)piperazine